C1(=CC=CC=C1)[B-](C1=CC=CC=C1)(C1=CC=CC=C1)C1=CC=CC=C1.C(CC)[NH+](CCC)CCC Tripropylammonium tetraphenyl-borate salt